O1CC1 (S)-oxirane